(4-methyl-4,5,6,7-tetrahydro-1,3-benzothiazol-2-yl)methanol CC1CCCC2=C1N=C(S2)CO